4-({2-[2-(3,5-difluorophenyl)-1,3-thiazol-4-yl]ethyl}thio)-1-butanol FC=1C=C(C=C(C1)F)C=1SC=C(N1)CCSCCCCO